C(C)OC(=O)C1=NC2=C(C=CC=C2C=C1O)Br 8-Bromo-3-hydroxy-quinoline-2-carboxylic acid ethyl ester